1,3,5-tris(3-(trimethoxysilyl)propyl)-1,3,5-triazinane-2,4,6-trione CO[Si](CCCN1C(N(C(N(C1=O)CCC[Si](OC)(OC)OC)=O)CCC[Si](OC)(OC)OC)=O)(OC)OC